ClC1=CC=C(C=N1)COC1=CC=CC(=N1)C1=CC(=C(C=C1F)CC=1N(C2=C(N1)C=CC(=C2)C(=O)OC)[C@@H]2COCC2(C)C)F Methyl 2-[[4-[6-[(6-chloro-3-pyridyl)methoxy]-2-pyridyl]-2,5-difluoro-phenyl]methyl]-3-[(3S)-4,4-dimethyltetrahydrofuran-3-yl]benzimidazole-5-carboxylate